ClC1=CC(=C(C=C1)F)[N+](=O)[O-] 4-chloro-1-fluoro-2-nitrobenzene